N[C@H](CN1C(CCC(C1)(F)F)=O)CC(=O)N1CC=2N=C(N=C(C2CC1)C(F)(F)F)C(F)(F)F (S)-1-(2-amino-4-(2,4-bis(trifluoromethyl)-5,8-dihydropyrido[3,4-D]pyrimidine-7(6H)-yl)-4-oxo-butyl)-5,5-difluoropiperidin-2-one